FC1=C(C(=CC=C1)F)CN1C=NN(C1=O)C1=CC=C(C=C1)C(=C)C1=C(N=C(S1)N1CC(C1)(C)NC(OC(C)(C)C)=O)C tert-butyl N-[1-[5-[1-[4-[4-[(2,6-difluorophenyl)methyl]-5-oxo-1,2,4-triazol-1-yl]phenyl]vinyl]-4-methyl-thiazol-2-yl]-3-methyl-azetidin-3-yl]carbamate